CC1(NC=C(C=C1)N1N=NC(=C1COC1=CC2=C(N=N1)CNCC2)C)C(=O)OC(C)(C)C tert-butyl 2-methyl-5-[4-methyl-5-({5H,6H,7H,8H-pyrido[3,4-c]pyridazin-3-yloxy}methyl)-1H-1,2,3-triazol-1-yl]pyridine-2-carboxylate